6-Chloro-7-methoxy-3-(4'-methoxy-[1,1'-biphenyl]-4-yl)-2-methylquinolin-4(1H)-one ClC=1C=C2C(C(=C(NC2=CC1OC)C)C1=CC=C(C=C1)C1=CC=C(C=C1)OC)=O